(3R)-3-[N-(t-Butoxycarbonyl)amino]-4-(2,4,5-trifluorophenyl)butanoic acid C(C)(C)(C)OC(=O)N[C@@H](CC(=O)O)CC1=C(C=C(C(=C1)F)F)F